COC=1C=C2C(=CC=NC2=CC1OC)OC1CCC(CC1)N 4-((6,7-dimethoxyquinolin-4-yl)oxy)cyclohexan-1-amine